BrC=1C=C(CN2C[C@H](CCC2)C)C=C(C1)C(F)(F)F (S)-1-(3-bromo-5-(trifluoromethyl)benzyl)-3-methylpiperidine